(Z)-N-(1-(3,4-dichlorobenzyl)-3-((3,5-dimethyl-1H-pyrrol-2-yl)methylene)-2-indolone-5-yl)benzamide ClC=1C=C(CN2C(\C(\C3=CC(=CC=C23)NC(C2=CC=CC=C2)=O)=C/C=2NC(=CC2C)C)=O)C=CC1Cl